C(C)(C)(C)[S@@](=O)N[C@@]1(CCC2=CC=C(C=C12)F)CC(=O)O 2-((S)-1-(((R)-tert-butylsulfinyl)amino)-6-fluoro-2,3-dihydro-1H-inden-1-yl)acetic acid